(1R,2S,5S)-3-(diphenylcarbamoyl)-8-(methyl-((5-methylthiophen-2-yl)methyl)carbamoyl)-3,8-diazabicyclo[3.2.1]octane-2-carboxylic acid C1(=CC=CC=C1)N(C(=O)N1[C@@H]([C@H]2CC[C@@H](C1)N2C(N(CC=2SC(=CC2)C)C)=O)C(=O)O)C2=CC=CC=C2